NC=1C=C(C(=NC1)S(=O)(=O)NC=1SC(=C(N1)C1=CC(=C(C=C1)F)F)Br)C 5-amino-N-(5-bromo-4-(3,4-difluorophenyl)thiazol-2-yl)-3-methylpyridine-2-sulfonamide